2-{[(2S,3R)-3-{3-[(2,4-dichlorophenoxy)methyl]phenoxy}-2-methylazetidin-1-yl]methyl}-1-[(1-ethyl-1H-imidazol-5-yl)methyl]-1H-1,3-benzodiazole-6-carboxylic acid ClC1=C(OCC=2C=C(O[C@H]3[C@@H](N(C3)CC3=NC4=C(N3CC3=CN=CN3CC)C=C(C=C4)C(=O)O)C)C=CC2)C=CC(=C1)Cl